5-(chloromethyl)-3-(4-(2-(trifluoromethyl)pyridin-4-yloxy)phenyl)-1,2,4-oxadiazole ClCC1=NC(=NO1)C1=CC=C(C=C1)OC1=CC(=NC=C1)C(F)(F)F